OCCOC(=O)C=1SC=C(C1NC(C[N+]1(CCC(CC1)(C)C)CC(=O)NC1=NOC=C1)=O)C 1-(2-((2-((2-hydroxyethoxy)carbonyl)-4-methylthiophen-3-yl)amino)-2-oxoethyl)-1-(2-(isoxazol-3-ylamino)-2-oxoethyl)-4,4-dimethylpiperidin-1-ium